CN1CC(C1)(C)[C@@](O)(C=1C=NC=C(C1)C1=NOC(=N1)C1CCOCC1)C1=CC=C(C=C1)C(C)C (R)-(1,3-Dimethyl-azetidin-3-yl)-(4-isopropyl-phenyl)-{5-[5-(tetrahydro-pyran-4-yl)-[1,2,4]oxadiazol-3-yl]-pyridin-3-yl}-methanol